C(C)(=O)O[C@@H]1[C@H](O[C@H]([C@@H]1OC(C)=O)N1C(NC(C=C1)=O)=O)COC(CCC(=O)OC[C@H]1O[C@H]([C@@H]([C@@H]1OC(C)=O)OC(C)=O)N1C(NC(C=C1)=O)=O)=O.[F-].C(CCCCCCC)[N+]1=CC(=CC=C1)CC 1-Octyl-3-ethylpyridinium fluorid Bis(((2R,3R,4R,5R)-3,4-diacetoxy-5-(2,4-dioxo-3,4-dihydropyrimidin-1(2H)-yl)tetrahydrofuran-2-yl)methyl)succinate